4-fluoro-N-(methyl(oxo)(4-(5-(trifluoromethyl)-1,2,4-oxadiazol-3-yl)phenyl)-λ6-sulfaneylidene)benzamide FC1=CC=C(C(=O)N=S(C2=CC=C(C=C2)C2=NOC(=N2)C(F)(F)F)(=O)C)C=C1